[N+](=O)([O-])C1=CC(=C(C(=O)NC=2SC=C(N2)C2=CC=CC=C2)C=C1)NC(C(F)(F)F)=O 4-Nitro-N-(4-phenylthiazol-2-yl)-2-(2,2,2-trifluoroacetamido)benzamide